NC1=CC=CC(=N1)C1=NC(=NC(=N1)NC(C)C)NC1=CC=CC=C1 (6-aminopyridin-2-yl)-N2-isopropyl-N4-phenyl-1,3,5-triazine-2,4-diamine